4-(trifluoro-λ4-sulfanyl)morpholine FS(N1CCOCC1)(F)F